Dibenzylcyclooctyl-sulfo-N-hydroxysuccinimide C(C1=CC=CC=C1)C1(C(C(=O)N(C1=O)O)(S(=O)(=O)O)C1CCCCCCC1)CC1=CC=CC=C1